3-(4-formyl-2-methoxy-phenyl)-acrylic acid ethyl ester C(C)OC(C=CC1=C(C=C(C=C1)C=O)OC)=O